CC1(OB(OC1(C)C)C=1C=C(CNS(=O)(=O)CC)C=CC1)C N-(3-(4,4,5,5-tetramethyl-1,3,2-dioxaborolan-2-yl)benzyl)ethanesulfonamide